CC=1C(=NC(=CC1)C1CCNCC1)OCC1=C(C=C(C=C1)C(F)(F)F)OC methyl-2-((2-methoxy-4-(trifluoromethyl)benzyl)oxy)-6-(piperidin-4-yl)pyridin